BrC=1C(N2[C@@H](CSC2=C(C1CC1=CC=CC2=CC=CC=C12)C1CC1)C(=O)O)=O (3R)-5-bromo-7-cyclopropyl-6-[(1-naphthyl)methyl]-4-oxo-1-thia-3a-aza-3-indanecarboxylic acid